5-chloro-2-(4,4-difluoro-3-methylpiperidin-1-yl)-N-(4-fluoro-3-(N'-hydroxyamidino)phenyl)-6-(methyl)nicotinamide ClC=1C(=NC(=C(C(=O)NC2=CC(=C(C=C2)F)C(N)=NO)C1)N1CC(C(CC1)(F)F)C)C